Aminoethyl-aminopropylsulfonic acid NCCC(CCS(=O)(=O)O)N